C(CCCC)C(CO)CCC 2-pentyl-1-pentanol